ClC=1C(=CC(=NC1)C1=C(C2=NC(=CC=C2N1C)C=O)C(=O)N)NCCOC (5-chloro-4-((2-methoxyethyl)amino)pyridin-2-yl)-5-formyl-1-methyl-1H-pyrrolo[3,2-b]pyridine-3-carboxamide